dilauryl-1,16-hexadecylenedicarboxylic acid C(CCCCCCCCCCC)C(CCCCCCCCCCCCCCCC(=O)O)(C(=O)O)CCCCCCCCCCCC